(S)-4-ethyl-8-fluoro-11-((3-fluoro-3-(hydroxymethyl)azetidin-1-yl)methyl)-4-hydroxy-9-methyl-1,12-dihydro-14H-pyrano[3',4':6,7]indolizino[1,2-b]quinoline-3,14(4H)-dione C(C)[C@]1(C(OCC=2C(N3CC=4C(=NC=5C=C(C(=CC5C4CN4CC(C4)(CO)F)C)F)C3=CC21)=O)=O)O